N1N2C(C=C1)=CC1(C2)CCNCC1 6'H-spiro[piperidine-4,5'-pyrrolo[1,2-b]pyrazol]